C1(=CC=CC=C1)C(C1=CC=CC=C1)=N\N=C\C1=CC2=C(N3CC4=C(N(C2)C3)C=C(C(=C4)/C=N/N=C(C4=CC=CC=C4)C4=CC=CC=C4)OC)C=C1OC 2,8-bis((E)-((diphenylmethylene)hydrazono)methyl)-3,9-dimethoxy-6H,12H-5,11-methanodibenzo[b,f][1,5]diazocine